N-(3-methoxyphenyl)-1-methyl-9-(1-methyl-1,2,3,6-tetrahydropyridin-4-yl)-6,7-dihydro-5H-benzo[c][1,2,3]triazolo[1,5-a]azepin-7-amine 2,2,2-trifluoroacetate FC(C(=O)O)(F)F.COC=1C=C(C=CC1)NC1C2=C(C=3N(CC1)N=NC3C)C=CC(=C2)C=2CCN(CC2)C